5-Nitro-N-(6-phenoxy-1-phenyl-1H-pyrazolo[3,4-d]pyrimidin-4-yl)thiophene-2-carboxamide [N+](=O)([O-])C1=CC=C(S1)C(=O)NC1=C2C(=NC(=N1)OC1=CC=CC=C1)N(N=C2)C2=CC=CC=C2